OC1=C(C(N(N=C1C)C)=O)C1=COC2=C1C=C(C=C2)OC 5-hydroxy-4-(5-methoxy-3-benzofuranyl)-2,6-dimethyl-3(2H)-pyridazinone